C(C1=CN=CC=C1)(=O)OC1=C(C(=CC(=C1)Cl)C=NC=1C=NC=CC1)O 5-chloro-2-hydroxy-3-((pyridin-3-ylimino)-methyl)phenyl nicotinate